(R)-N-(2-(4-(cyclopropanesulphonylamino)pyridin-2-yl)-4-methoxybutan-2-yl)-5-(6-ethoxypyrazin-2-yl)thiazole-2-carboxamide C1(CC1)S(=O)(=O)NC1=CC(=NC=C1)[C@@](C)(CCOC)NC(=O)C=1SC(=CN1)C1=NC(=CN=C1)OCC